C1(=CC(=CC=C1)C[C@@H]1N(CC[C@@H]1NS(=O)(=O)C)C(CC)=O)C1=CC=CC=C1 N-(cis-2-(biphenyl-3-ylmethyl)-1-propionylpyrrolidin-3-yl)methanesulfonamide